CC=1C=C2C=CC(=CC2=CC1)S(=O)O 6-methylnaphthalene-2-sulfinic acid